5-(4-Methyl-piperazin-1-ylmethyl)-furan-2-carboxylic acid ((S)-8-bromo-2,3-dihydro-benzo[1,4]dioxin-2-ylmethyl)-amide BrC1=CC=CC2=C1O[C@H](CO2)CNC(=O)C=2OC(=CC2)CN2CCN(CC2)C